Cl.COC1=C(CC(N)C)C=CC(=C1C)OC 2,4-Dimethoxy-3-methylamphetamine hydrochloride